1-bromo-3-[3-chloro-4-(3-pyridyloxymethyl)phenyl]propan-2-ol BrCC(CC1=CC(=C(C=C1)COC=1C=NC=CC1)Cl)O